CN(CCC(CCCCCC\C=C/CCCCCCCCCC(=O)OC)CCCCCCCCC)C methyl (11Z)-19-[2-(dimethylamino)ethyl]octacos-11-enoate